(S)-1-(3,5-dimethoxyphenyl)propan-2-yl acetate C(C)(=O)O[C@H](CC1=CC(=CC(=C1)OC)OC)C